C(CCCC)C=1C(CCC1)OCCCCC=O 5-[(2-pentyl-2-cyclopenten-1-yl)oxy]pentanal